nickel-cobalt disulfide [Co](=S)=S.[Ni]